CC1=C(C=C(C=C1)C)C1=NNC=C1NC(=O)C=1C=NN2C1N=CC=C2 N-(3-(2,5-dimethylphenyl)-1H-pyrazol-4-yl)pyrazolo[1,5-a]pyrimidine-3-carboxamide